OC1=C(C=C(CC2=C(C=C(OCC(=O)N)C=C2C)C)C=C1)C(C)C 2-(4-(4-hydroxy-3-isopropylbenzyl)-3,5-dimethylphenoxy)acetamide